Methylpiperidinyl-3-cyclohexen-1-carboxamide CC1C(CCC=C1)(C(=O)N)N1CCCCC1